FC(OC=1C=C(C=NC1)N1C(C(C2=CC(=CC=C12)C(=O)NC1(CCS(CC1)(=O)=O)C)(C)C)=O)F 1-(5-(difluoro-methoxy)pyridin-3-yl)-3,3-dimethyl-N-(4-methyl-1,1-dioxidotetrahydro-2H-thiopyran-4-yl)-2-oxo-indoline-5-carboxamide